[C@H]12CN(C[C@H](CC1)N2)C2=NC(=NC1=C(C(=C(C=C21)Cl)C2=CC(=CC1=CC=CC=C21)O)F)N2CCN(CC2)C 4-((S or R)-4-((1R,5S)-3,8-diazabicyclo[3.2.1]octan-3-yl)-6-chloro-8-fluoro-2-(4-methyl-piperazin-1-yl)quinazolin-7-yl)naphthalen-2-ol